N-(2-methoxyphenyl)pyridine-2-formamide COC1=C(C=CC=C1)NC(=O)C1=NC=CC=C1